(4-bromo-3-(N-(tert-butyl)sulfamoyl)phenyl)carbamic acid 4-nitrophenyl ester [N+](=O)([O-])C1=CC=C(C=C1)OC(NC1=CC(=C(C=C1)Br)S(NC(C)(C)C)(=O)=O)=O